5-Adamantan-1-yl-2,4-dimethoxy-phenyl-3-(2,4-dihydroxy-phenyl)propan-1-one C12(CC3CC(CC(C1)C3)C2)C=2C(=CC(=C(C2)C(CCC2=C(C=C(C=C2)O)O)=O)OC)OC